1-(4-bromophenyl)-3-(4-methoxyphenyl)-7-(2,2,2-trifluoroethylamino)-3,4-dihydropyrimido[4,5-d]pyrimidin-2(1H)-one BrC1=CC=C(C=C1)N1C(N(CC=2C1=NC(=NC2)NCC(F)(F)F)C2=CC=C(C=C2)OC)=O